OC1=C(C(=CC(=C1)C(F)(F)F)C)C=1C=CC=2C(N1)=NN(C2)C21CCC(C2)(C1)O 4-(6-(2-hydroxy-6-meth-yl-4-(trifluoromethyl)-phenyl)-2H-pyrazolo[3,4-b]pyridin-2-yl)bicyclo[2.1.1]hexan-1-ol